butylidenebis(2-t-butyl-5-methylphenol) C(CCC)(C=1C(=C(C=C(C1)C)O)C(C)(C)C)C=1C(=C(C=C(C1)C)O)C(C)(C)C